N-[(racemic)-3,3-difluorocyclohexyl]-2-fluoro-aniline FC1(C[C@@H](CCC1)NC1=C(C=CC=C1)F)F |r|